ON=C(C1=CN=C(C(=C1)C)CO)N N'-hydroxy-6-(hydroxymethyl)-5-methylnicotinimidamide